C(#N)C1=C(C=CC(=C1)C(NC)=O)N(C(OC(C)(C)C)=O)CC#C tert-butyl N-[2-cyano-4-(methylcarbamoyl)phenyl]-N-(prop-2-yn-1-yl)carbamate